C(C1=CC=CC=C1)N(CCC(C=CC=C)=C)CC1=CC=CC=C1 1-dibenzylamino-3-methylenehepta-4,6-diene